2-chloro-N-1-cyano-cyclopropyl-5-[2'-methyl-5'-(pentafluoroethyl)-4'-(trifluoromethyl)-2'H-1,3'-bipyrazol-4-yl]benzamide ClC1=C(C(=O)NC2(CC2)C#N)C=C(C=C1)C=1C=NN(C1)C=1N(N=C(C1C(F)(F)F)C(C(F)(F)F)(F)F)C